The molecule is an ibuprofen. It has a role as a non-narcotic analgesic and a non-steroidal anti-inflammatory drug. It is an enantiomer of a levibuprofen. C[C@@H](C1=CC=C(C=C1)CC(C)C)C(=O)O